2-(3-amino-6-chloroquinolin-2-yl)propan-2-ol NC=1C(=NC2=CC=C(C=C2C1)Cl)C(C)(C)O